CC1(OB(OC1(C)C)C=1C=C(C=CC1)C=1OC=CN1)C 2-[3-(4,4,5,5-tetramethyl-1,3,2-dioxaborolan-2-yl)phenyl]oxazole